CC1=NN(C(=C1)C)C=1NNC(=NN1)N1N=C(C=C1C)C 3,6-bis(3,5-dimethylpyrazol-1-yl)-1,2-dihydro-1,2,4,5-tetrazine